thiazol-5-ylsulfinyl carbamate C(N)(OS(=O)C1=CN=CS1)=O